3-methyl-1-(4-(4-(1-(pent-3-yl)-1H-pyrazol-4-yl)pyrazolo[1,5-a]pyrazin-6-yl)-1H-pyrazol-1-yl)butan-2-ol CC(C(CN1N=CC(=C1)C=1N=C(C=2N(C1)N=CC2)C=2C=NN(C2)C(CC)CC)O)C